C(C=C)OC1=C(C(=CC=C1)F)C=1C(=CC2=C(N(C(N=C2N2[C@H](CN(CC2)C(=O)OC(C)(C)C)C)=O)C=2C(=NC=CC2C=C)C(C)C)N1)F (3S)-tert-butyl 4-(7-(2-(allyloxy)-6-fluorophenyl)-6-fluoro-1-(2-isopropyl-4-vinylpyridine-3-yl)-2-oxo-1,2-dihydropyrido[2,3-d]pyrimidin-4-yl)-3-methylpiperazine-1-carboxylate